(E)-6-methyl-4-styryl-benzoxathiazine 2,2-dioxide CC=1C=CC2=C(C(=NS(O2)(=O)=O)\C=C\C2=CC=CC=C2)C1